O=C1N(CCC(N1)=O)C1=C(C=C(C(=O)NCCCCN2CCNCC2)C=C1)OC 4-(2,4-dioxotetrahydropyrimidin-1(2H)-yl)-3-methoxy-N-(4-(piperazin-1-yl)butyl)benzamide